COC1=NC(=NN2C1=C(C=C2)C2=CC=1N(C=C2)N=CC1)N[C@H]1C[C@H](C1)OCC 2-(cis-3-((4-Methoxy-5-(pyrazolo[1,5-a]pyridin-5-yl)pyrrolo[2,1-f][1,2,4]triazin-2-yl)amino)cyclobutoxy)ethan